2-chloro-N-[(1R,3S)-3-{[6-chloro-2-(trifluoromethyl)quinolin-4-yl]amino}cyclohexyl]benzamide ClC1=C(C(=O)N[C@H]2C[C@H](CCC2)NC2=CC(=NC3=CC=C(C=C23)Cl)C(F)(F)F)C=CC=C1